5-(3-(4,4-difluoropiperidine-1-carbonyl)quinolin-8-yl)-2-methylisoindolin-1-one FC1(CCN(CC1)C(=O)C=1C=NC2=C(C=CC=C2C1)C=1C=C2CN(C(C2=CC1)=O)C)F